2-methoxy-9-[(1-methylpiperidin-4-yl)amino]-5,6,7,8-tetrahydroacridine-3-carbonitrile COC1=CC2=C(C=3CCCCC3N=C2C=C1C#N)NC1CCN(CC1)C